N-(5-{2-[(1S)-1-Cyclopropylethyl]-7-(methylsulfamoyl)-1-oxo-2,3-dihydro-1H-isoindol-5-yl}-4-methyl-1,3-thiazol-2-yl)acetamide C1(CC1)[C@H](C)N1C(C2=C(C=C(C=C2C1)C1=C(N=C(S1)NC(C)=O)C)S(NC)(=O)=O)=O